methyl 3-[6-[3-(5-fluoro-6-methyl-2-pyridyl)-1H-pyrazol-4-yl]-1,5-naphthyridin-3-yl]-7,8-dihydro-5H-pyrido[4,3-c]pyridazine-6-carboxylate FC=1C=CC(=NC1C)C1=NNC=C1C=1N=C2C=C(C=NC2=CC1)C1=CC2=C(N=N1)CCN(C2)C(=O)OC